N-((3R,4S)-4-((5-(((S)-1-cyclopropylethyl)amino)-7-(2,6-dichloro-3,5-dimethoxyphenyl)-2,6-naphthyridin-3-yl)amino)tetrahydrofuran-3-yl)acrylamide C1(CC1)[C@H](C)NC1=C2C=C(N=CC2=CC(=N1)C1=C(C(=CC(=C1Cl)OC)OC)Cl)N[C@H]1[C@H](COC1)NC(C=C)=O